COC1=CC=C(C=N1)C1=CN=C(N1)C1NCCCC1 2-(5-(6-methoxypyridin-3-yl)-1H-imidazol-2-yl)piperidin